ClC1=C(C(=O)O\N=C\C2=CC(=CC=C2)Cl)C(=CC=C1)SC1=NC(=CC(=N1)OC)OC (E)-3-chlorobenzaldehyde O-(2-chloro-6-((4,6-dimethoxypyrimidin-2-yl)thio)benzoyl) oxime